(2-hydroxyethyl)(4-((4-(3-((2-((1S)-1-((tetrahydro-2H-pyran-2-yl)oxy)ethyl)-1H-imidazol-1-yl)methyl)isoxazol-5-yl)phenyl)ethynyl)benzyl)carbamate OCCOC(NCC1=CC=C(C=C1)C#CC1=CC=C(C=C1)C1=CC(=NO1)CN1C(=NC=C1)[C@H](C)OC1OCCCC1)=O